C1[C@H]([C@@H]([C@H](C(O1)([C@]2([C@H]([C@H]([C@H]([C@@H](O2)O)O)O)OC3C(C(C(C(O3)O)O)O)O)CO)O)O)O)O xylosyl-cellobiose